4-Methyl-4-(4-methyl-2H-1,2,3-triazol-2-yl)-3-oxopentanonitrile CC(C(CC#N)=O)(C)N1N=CC(=N1)C